(S)-N-((R)-1-(6,7-difluoro-4-oxo-3-((2-(trimethylsilyl)ethoxy)methyl)-3,4-dihydrophthalazin-1-yl)ethyl)-2-methylpropane-2-sulfinamide FC=1C=C2C(N(N=C(C2=CC1F)[C@@H](C)N[S@@](=O)C(C)(C)C)COCC[Si](C)(C)C)=O